ClC1=CC2=C(N=C(N=C2)SC)C(=N1)Cl 6,8-dichloro-2-(methylthio)pyrido[3,4-d]pyrimidine